hydroxylethylstearylamide OCC[N-]CCCCCCCCCCCCCCCCCC